methyl amino-1-(4-(1-hydroxy ethyl)phenyl)-2-oxo-7-bromo-1,2-dihydroquinoline-3-carboxylate NC1=C(C(N(C2=CC(=CC=C12)Br)C1=CC=C(C=C1)C(C)O)=O)C(=O)OC